CC1=NC=C2NC(N(C2=N1)C=1C=NC(=CC1)OC1=CC(=C(C=C1)C)OC(F)(F)F)=O 2-methyl-9-[6-[4-methyl-3-(trifluoromethoxy)phenoxy]-3-pyridinyl]-7H-purin-8-one